COC1=CC(=CC2=C1OC(CO2)C=2C(=NC(=CC2)OC)C)C=O 8-methoxy-2-(6-methoxy-2-methylpyridin-3-yl)-2,3-dihydrobenzo[b][1,4]dioxin-6-carbaldehyde